C1(=CC=CC=C1)S(=O)(=O)NC=1C=C(C=C(C1)C(F)(F)F)/C=C/CCCOC1=C(C=CC=C1)CCC(=O)O 3-[2-[(E)-5-[3-(Benzenesulfonamido)-5-(trifluoromethyl)phenyl]pent-4-enoxy]phenyl]propanoic acid